4-cyano-N-(2-hydroxyethyl)benzenesulfonamide C(#N)C1=CC=C(C=C1)S(=O)(=O)NCCO